rac-(1R,2R)-2-fluorocyclopropane-1-carboxylic acid F[C@H]1[C@H](C1)C(=O)O |r|